CC1(OC(OCC1=C)=O)C 4,4-dimethyl-5-methylene-1,3-Dioxacyclohexan-2-one